ClC1=CC(=CC(=N1)N1C(C2=CC(=CC=C2C1)C1(COC1)CC1=NN=CN1C)=O)[C@H](C)NCC1CC1 (S)-2-(6-Chloro-4-(1-((cyclopropylmethyl)amino)ethyl)pyridin-2-yl)-6-(3-((4-methyl-4H-1,2,4-triazol-3-yl)methyl)oxetan-3-yl)isoindolin-1-one